4-(4-Trifluoromethylphenyl)thiophene tert-butyl-N-[5-(6-ethyl-2-methanesulfonylpyrimidin-4-yl)-1,3-thiazol-2-yl]-N-{[2-(trimethylsilyl)ethoxy]methyl}carbamate C(C)(C)(C)OC(N(COCC[Si](C)(C)C)C=1SC(=CN1)C1=NC(=NC(=C1)CC)S(=O)(=O)C)=O.FC(C1=CC=C(C=C1)C=1C=CSC1)(F)F